O1CCC(CC1)OC(NS(=O)(=O)C=1SC(=CC1C1=CC=C(C=C1)C(C)N1C(=NC=C1)Cl)CC(C)C)=O (3-(4-(1-(2-chloro-1H-imidazol-1-yl)ethyl)phenyl)-5-isobutylthiophene-2-yl)sulfonylcarbamic acid tetrahydropyran-4-yl ester